2-Amino-N-{1-[8-chloro-5-(3-fluorophenyl)-3-methylimidazo[1,5-a]pyridin-6-yl]ethyl}pyrazolo[1,5-a]pyrimidine-3-carboxamide trifluoroacetate salt FC(C(=O)O)(F)F.NC1=NN2C(N=CC=C2)=C1C(=O)NC(C)C=1C=C(C=2N(C1C1=CC(=CC=C1)F)C(=NC2)C)Cl